N1N=CC(=C1)C(=O)N pyrazole-4-yl-carboxamide